N-((2R,3S)-3-(4-amino-3-fluorophenyl)-1-(4-(difluoromethylene)piperidin-1-yl)-1-oxobutan-2-yl)propionamide NC1=C(C=C(C=C1)[C@@H]([C@H](C(=O)N1CCC(CC1)=C(F)F)NC(CC)=O)C)F